para-methylbenzenethiol CC1=CC=C(C=C1)S